(1-(5-fluoropyrimidin-2-yl)piperidin-4-yl)(5-phenyl-3-(trifluoromethyl)-4,5-dihydro-1H-pyrazol-1-yl)methanone FC=1C=NC(=NC1)N1CCC(CC1)C(=O)N1N=C(CC1C1=CC=CC=C1)C(F)(F)F